1,2,4-triazole-1-carboxylate N1(N=CN=C1)C(=O)[O-]